ClC=1C=C(SC1)C(N(C)OC)=O 4-chloro-2-[methoxy(methyl)carbamoyl]thiophen